BrC1=C2N=CC=NC2=CC=C1NC=1N(CCN1)C(C(OC(=O)C(C)OC(=O)C(C)OC(C(C)O)=O)C)=O 2-hydroxy-propionic acid 1-(1-{2-[2-(5-bromo-quinoxalin-6-ylamino)-4,5-dihydro-imidazol-1-yl]-1-methyl-2-oxo-ethoxycarbonyl}-ethoxycarbonyl)-ethyl ester